(E)-2-(2-(4-methylpyridin-2-yl)ethyl)thiochroman-4-one CC1=CC(=NC=C1)CCC1SC2=CC=CC=C2C(C1)=O